N-(2-bromoacetyl)-O-(tert-butyl)-N-(4-(trifluoromethyl)benzyl)-L-serine methyl ester COC([C@@H](N(CC1=CC=C(C=C1)C(F)(F)F)C(CBr)=O)COC(C)(C)C)=O